tert-butyl ((R)-3-(benzyloxy)-1-oxo-1-(((R)-4-phenyl-1-(4,4,5,5-tetramethyl-1,3,2-dioxaborolan-2-yl)butyl) amino)propan-2-yl)carbamate C(C1=CC=CC=C1)OC[C@H](C(N[C@@H](CCCC1=CC=CC=C1)B1OC(C(O1)(C)C)(C)C)=O)NC(OC(C)(C)C)=O